ClC=1C=C(C=CC1)NCC(=O)N1[C@H]2CC([C@@H]([C@@H]1C(=O)N[C@@H](C[C@H]1C(NCC1)=O)\C=C(\S(=O)(=O)C)/F)CC2)(F)F (1R,3R,4R)-2-((3-chlorophenyl)glycyl)-5,5-difluoro-N-((S,E)-4-fluoro-4-(methylsulfonyl)-1-((S)-2-oxopyrrolidin-3-yl)but-3-en-2-yl)-2-azabicyclo[2.2.2]octane-3-carboxamide